tert-butyl (3,4-dichloro-2-methoxyphenyl)carbamate ClC=1C(=C(C=CC1Cl)NC(OC(C)(C)C)=O)OC